CC12CCCC(CC1)(C2=NO)C 1,5-dimethyl-bicyclo[3.2.1]octane-8-one oxime